3-((S)-3-((1R,3S)-3-hydroxycyclohexyl)-6-(methoxycarbonyl)-7-methyl-6,7,8,9-tetrahydro-3H-imidazo[4,5-f]quinolin-2-yl)-2-phenylpropanoic acid O[C@@H]1C[C@@H](CCC1)N1C(=NC2=C3CC[C@@H](N(C3=CC=C21)C(=O)OC)C)CC(C(=O)O)C2=CC=CC=C2